1-azabicyclo[2.2.2]oct-3-yl [2-(6-fluorobiphenyl-3-yl)propan-2-yl]carbamate FC1=CC=C(C=C1C1=CC=CC=C1)C(C)(C)NC(OC1CN2CCC1CC2)=O